FC(S(=O)(=O)O)(F)F.C(C1=CC=CC=C1)OC1N(C=CC=C1)C 2-benzyloxy-1-methylpyridine trifluoromethanesulfonate salt